3-hydroxy-4-aminomethylpyridine OC=1C=NC=CC1CN